C(=O)C(C(=O)O)CCCCCCCCCCCCC formylpentadecanoic acid